(3-{[3-(3-amino-1H-pyrazol-5-yl)-6-chloro-4-methoxypyridin-2-yl]oxy}propyl)carbamic acid tert-butyl ester C(C)(C)(C)OC(NCCCOC1=NC(=CC(=C1C1=CC(=NN1)N)OC)Cl)=O